(3R,4S,5S)-4-((S)-2-amino-N,3-dimethylbutyramido)-3-methoxy-5-methyl-heptanoic acid tert-butyl ester C(C)(C)(C)OC(C[C@H]([C@H]([C@H](CC)C)N(C([C@H](C(C)C)N)=O)C)OC)=O